ethyl 2-methyl-2-[2-[(1s,4s)-4-([3-[(tert-butoxy carbonyl) amino]piperidin-2-yl]methoxy)cyclohexyl]phenoxy]propanoate CC(C(=O)OCC)(C)OC1=C(C=CC=C1)C1CCC(CC1)OCC1NCCCC1NC(=O)OC(C)(C)C